2-{2-[(1H-1,3-Benzodiazol-2-ylmethyl)amino]ethyl}-5-chloro-N-[(3-chloropyridin-2-yl)methyl]-1,3-thiazole-4-carboxamide N1C(=NC2=C1C=CC=C2)CNCCC=2SC(=C(N2)C(=O)NCC2=NC=CC=C2Cl)Cl